C(=O)(O)C=1C=C(C=C(C1)C=1N=NN(C1)C1=CC(=C(C(=O)O)C=C1)C(F)(F)F)C=1N=NN(C1)C1=CC(=C(C(=O)O)C=C1)C(F)(F)F 4,4'-((5-Carboxy-1,3-phenylene)bis(1H-1,2,3-triazole-4,1-diyl))bis(2-(trifluoromethyl)benzoic acid)